3-(5-(3-(((3s,5s,7s)-adamantan-1-yl)amino)prop-1-yn-1-yl)-2-methyl-4-oxoquinazoline-3(4H)-yl)piperidine-2,6-dione C12(CC3CC(CC(C1)C3)C2)NCC#CC2=C3C(N(C(=NC3=CC=C2)C)C2C(NC(CC2)=O)=O)=O